[N+](=O)([O-])C=1C=C(C(=NC1)OC1CCC(CC1)OC1=NC=C(C=C1C(F)(F)F)[N+](=O)[O-])C(F)(F)F 1,4-bis((5-nitro-3-(trifluoromethyl)pyridine-2-yl)oxy)cyclohexane